4-((2-(2-(benzyloxy)-4,6-dihydroxybenzoyl)-1,2,3,4-tetrahydroisoquinolin-8-yl)amino)-1-methylpyrrolidin-2-one C(C1=CC=CC=C1)OC1=C(C(=O)N2CC3=C(C=CC=C3CC2)NC2CC(N(C2)C)=O)C(=CC(=C1)O)O